ClCC(=O)N(CC=1SC=CC1)C(C(NCCC1=CC=CC=C1)=O)C1=CC=C(C=C1)[N+](=O)[O-] 2-Chloro-N-(1-(4-nitrophenyl)-2-oxo-2-(phenethylamino)ethyl)-N-(thiophen-2-ylmethyl)acetamide